ClC=1C=C(C(=NC1)C1(C=C(C(C(C1)(C)C)=O)C#N)OC)C(F)F 3-(5-chloro-3-(difluoromethyl)pyridin-2-yl)-3-methoxy-5,5-dimethyl-6-oxocyclohex-1-enecarbonitrile